FC=1C=C2C=C(NC2=CC1OCC1=NN(N=C1)C)CNC(=O)C1CC1 N-({5-fluoro-6-[(2-methyl-2H-1,2,3-triazol-4-yl)methoxy]-2-indolyl}methyl)cyclopropanecarboxamide